N1CC(C1)C1=CN=C(C(=N1)NC1=NNC2=CC(=CC=C12)[C@@H]1C[C@@]12C(NC1=CC=C(C=C21)OC)=O)OC (1R,2S)-2-(3-{[6-(azetidin-3-yl)-3-methoxypyrazin-2-yl]amino}-1H-indazol-6-yl)-5'-methoxyspiro[cyclopropane-1,3'-indol]-2'(1'H)-one